2,2-dimethylcyclobutane-1-carboxylate CC1(C(CC1)C(=O)[O-])C